2-chloro-N-(5-methyl-1H-pyrazol-3-yl)-7-(4-(methylsulfonyl)piperazin-1-yl)quinazolin-4-amine ClC1=NC2=CC(=CC=C2C(=N1)NC1=NNC(=C1)C)N1CCN(CC1)S(=O)(=O)C